C(C1=CC=CC=C1)SC1=C(C(=O)OC)C=C(C=C1F)Cl methyl 2-(benzylthio)-5-chloro-3-fluorobenzoate